6-propionyl-adenosine (Z)-6,10-dimethylundeca-5,9-dien-2-yl-acetate C/C(=C/CCC(C)CC(=O)OC[C@@H]1[C@H]([C@H]([C@@H](O1)N1CN=C2C(N)(N=CN=C12)C(CC)=O)O)O)/CCC=C(C)C